ClC=1C(=NC(=NC1)NCC=1C=NC=CC1)NC1=CC(=CC=C1)C(F)(F)F 5-Chloro-N2-(pyridin-3-ylmethyl)-N4-(3-(trifluoromethyl)phenyl)pyrimidine-2,4-diamine